N-(4-iodopyridin-2-yl)-2-methoxyacetamide IC1=CC(=NC=C1)NC(COC)=O